C(C)C=1C=CC2=C(C(=NO2)C2=C(C(=CC=3CCCCC23)OC)S(=O)(=O)N)C1 (5-ethylbenzo[d]isoxazol-3-yl)-3-methoxy-5,6,7,8-tetrahydronaphthalene-2-sulfonamide